COC=1C=C(CN2N=CC(=C2)NC2=NC=CC(=N2)C2=CC=C(C=C2)N2C(NCC2)=O)C=CC1 1-(4-(2-((1-(3-methoxybenzyl)-1H-pyrazol-4-yl)amino)pyrimidin-4-yl)phenyl)imidazolidin-2-one